N-(2-chloro-8-(propan-2-yl)imidazo[1,2-b]pyridazin-7-yl)-N'-(1-(difluoromethyl)-1H-pyrazol-4-yl)urea ClC=1N=C2N(N=CC(=C2C(C)C)NC(=O)NC=2C=NN(C2)C(F)F)C1